copper-tantalum-lithium [Li].[Ta].[Cu]